C(CCCCCCCCCCC)[SiH]1O[SiH2]O[SiH2]O[SiH2]O[SiH2]O1 dodecyl-cyclopentasiloxane